ClC1=CC2=C(N=CN(C2=O)CC2(CCN(CC2)C(C2=CC=C(C=C2)Cl)=O)O)N1C1=CC=C(C=C1)[C@@H]1CO[C@H](CN1C(=O)OC(C)(C)C)CC tert-Butyl (2S,5R)-5-(4-(6-chloro-3-((1-(4-chlorobenzoyl)-4-hydroxypiperidin-4-yl)methyl)-4-oxo-3,4-dihydro-7H-pyrrolo[2,3-d]pyrimidin-7-yl)phenyl)-2-ethylmorpholine-4-carboxylate